CC1=C(SC=2N=CN=C(C21)N2CCN(CCC2)CC=2C=C1CN(C(C1=CC2)=O)C2C(NC(CC2)=O)=O)C 3-(5-((4-(5,6-dimethylthieno[2,3-d]pyrimidin-4-yl)-1,4-diazepan-1-yl)methyl)-1-oxoisoindolin-2-yl)piperidine-2,6-dione